N(=C=O)C1=CC=C(C=C1)COC 1-isocyanato-4-(methoxymethyl)benzene